(2S,4R)-4-(1-((5-methoxy-7-methyl-1H-indol-4-yl)methyl)-4-phenylpiperidin-2-yl)benzoic acid COC=1C(=C2C=CNC2=C(C1)C)CN1[C@@H](C[C@@H](CC1)C1=CC=CC=C1)C1=CC=C(C(=O)O)C=C1